SC1=NC=CC(=N1)NC1=CC=C(C#N)C=C1 4-((2-mercaptopyrimidin-4-yl)amino)benzonitrile